[4-[[(3,4-dimethylpyrimidino[4',5':4,5]thieno[2,3-c]pyridazin-8-yl)amino]methyl]phenyl]-morpholinomethanone CC1=C(C2=C(N=N1)SC1=C2N=CN=C1NCC1=CC=C(C=C1)C(=O)N1CCOCC1)C